benzyl (1S,4S,5R)-5-[[3-(2-chloro-6-fluorophenyl)-5-cyclopropyl-1,2-oxazol-4-yl]methoxy]-2-azabicyclo[2.2.1]heptane-2-carboxylate ClC1=C(C(=CC=C1)F)C1=NOC(=C1CO[C@H]1[C@@H]2CN([C@H](C1)C2)C(=O)OCC2=CC=CC=C2)C2CC2